Cl.N1C(=CC2=CC=CC=C12)C=O (1H-indol-2-yl)methanone hydrochloride salt